3-((5-(5-(difluoromethyl)-1,3,4-oxadiazole-2-yl)pyridine-2-yl)methyl)-1-(1-(methylsulfonyl)piperidine-4-yl)-5-(trifluoromethyl)-1,3-dihydro-2H-benzo[d]imidazole-2-one FC(C1=NN=C(O1)C=1C=CC(=NC1)CN1C(N(C2=C1C=C(C=C2)C(F)(F)F)C2CCN(CC2)S(=O)(=O)C)=O)F